C1(=CC=C2C=CC=C3C4=CC=CC=C4C1=C23)N fluoranthene-amine